sodium behenyl lactyllactate C(C(O)C)(=O)C(C(=O)OCCCCCCCCCCCCCCCCCCCCCC)(O)C.[Na]